N-[3-(1,1-difluoroethyl)phenyl]-1-[4-(difluoromethoxy)-3-phenyl-phenyl]-5-ethyl-3-methyl-pyrazole-4-carboxamide FC(C)(F)C=1C=C(C=CC1)NC(=O)C=1C(=NN(C1CC)C1=CC(=C(C=C1)OC(F)F)C1=CC=CC=C1)C